(E)-3-(3,5-bis(trifluoromethyl)benzylidene)-6-fluoro-2,3-dihydropyrrolo[2,1-b]quinazolin-9(1H)-one FC(C=1C=C(\C=C\2/CCN3C2=NC=2C=C(C=CC2C3=O)F)C=C(C1)C(F)(F)F)(F)F